1-(furan-3-yl)cyclopropane O1C=C(C=C1)C1CC1